(E)-2-chloro-3-iodobenzene ClC1=CC=CC=C1I